C(C)(C)(C)C1=NC2=C(C=C1C=O)C=NC21COC1 tert-butyl-3'-formylspiro[oxetane-3,7'-pyrrolo[3,4]pyridine]